N-(3-((3-(9H-purin-6-yl)pyridin-2-yl)amino)-4-methylphenyl)-4-(1-cyanocyclobutyl)picolinamide N1=CN=C2NC=NC2=C1C=1C(=NC=CC1)NC=1C=C(C=CC1C)NC(C1=NC=CC(=C1)C1(CCC1)C#N)=O